(6aR)-4-chloro-3-(2-fluoro-6-hydroxyphenyl)-1-(2-oxa-6-azaspiro[3.4]Octane-6-yl)-6,6a,7,8,9,10-hexahydro-12H-pyrazino[2,1-c]Pyrido[3,4-f][1,4]Oxazepin-12-one ClC1=C(N=C(C=2C(N3[C@@H](COC21)CNCC3)=O)N3CC2(COC2)CC3)C3=C(C=CC=C3O)F